C(C1=CC=CC=C1)N(S(=O)(=O)CN1CC2=CC=CC=C2CC1)C N-benzyl-N-methyl-3,4-dihydroisoquinoline-2(1H)-methanesulfonamide